(2S)-2-({5-[(1S)-1-[(5-chloro-2-methylpyridin-3-yl)amino]ethyl]thiophen-2-yl}formamido)-N-(3-cyanocyclobutyl)-3-cyclopentylpropanamide ClC=1C=C(C(=NC1)C)N[C@@H](C)C1=CC=C(S1)C(=O)N[C@H](C(=O)NC1CC(C1)C#N)CC1CCCC1